C1(=CC=CC=2C(C3=CC=CC=C3C(C12)=O)=O)S(=O)(=O)[O-].[Na+].[Na+].N[C-]1NC(=C(C=C1)Br)CC 2-amino-5-bromo-6-ethylpyridineid disodium anthraquinonesulfonate